Cl.C(C1=CC=CC=C1)N1C[C@H](CCC1)C1(C(NC(C([C@H]1C1=CC(=CC=C1)[N+](=O)[O-])(C(=O)O)C)C)C)C(=O)O |r| 3-[(3RS)-1-benzylpiperidin-3-yl]5-methyl-(4RS)-2,6-dimethyl-4-(3-nitrophenyl)-1,4-dihydropyridine-3,5-dicarboxylic acid monohydrochloride